ClC=1C=NC(=NC1)N1CCC(CC1)CCCOC1=CC(=C(C=C1)CC(=O)N1CC(C1)CCNC(CO)(CO)CO)F 2-(4-(3-(1-(5-chloropyrimidin-2-yl)piperidin-4-yl)propoxy)-2-fluorophenyl)-1-(3-(2-((1,3-dihydroxy-2-(hydroxymethyl)propan-2-yl)amino)ethyl)azetidin-1-yl)ethan-1-one